(2R)-N-[4-(3-chlorophenoxy)-3-sulfamoylphenyl]-2-phenylpropanamide ClC=1C=C(OC2=C(C=C(C=C2)NC([C@H](C)C2=CC=CC=C2)=O)S(N)(=O)=O)C=CC1